NC=1C=2N(C3=CC(=C(C=C3N1)F)C(=O)N(CC=1C=NC(=CC1)C(F)(F)F)C1CC1)C=NC2 4-amino-N-cyclopropyl-7-fluoro-N-(6-(trifluoromethyl)pyridin-3-ylmethyl)imidazo[1,5-a]quinoxaline-8-carboxamide